FC1=CC=C2C(=CNC(C2=C1F)=O)[C@@H](C)N(C(=O)NC1=C(C(=CC=C1)F)F)C |r| racemic-1-(1-(7,8-difluoro-1-oxo-1,2-dihydroisoquinolin-4-yl)ethyl)-3-(2,3-difluorophenyl)-1-methylurea